2-((S)-1-amino-1,3-dihydrospiro[indene-2,4'-piperidine]-1'-yl)-5-(3-fluoro-3-(3-hydroxyphenyl)prop-1-yn-1-yl)-3-methylpyrimidin-4(3H)-one N[C@@H]1C2=CC=CC=C2CC12CCN(CC2)C2=NC=C(C(N2C)=O)C#CC(C2=CC(=CC=C2)O)F